(2e)-but-2-enedioate C(\C=C\C(=O)[O-])(=O)[O-]